N-(4-chlorophenyl)-1-methyl-9-(pyridin-4-yl)-6,7-dihydro-5H-benzo[c][1,2,3]triazolo[1,5-a]azepin-7-amine ClC1=CC=C(C=C1)NC1C2=C(C=3N(CC1)N=NC3C)C=CC(=C2)C2=CC=NC=C2